3-(3-(6-(4-(4-(8-(3,5-difluoro-4-(morpholinomethyl)phenyl)quinoxalin-2-yl)-1H-pyrazol-1-yl)piperidin-1-yl)-6-oxohexyl)-2-oxo-2,3-dihydro-1H-benzo[d]imidazol-1-yl)piperidine-2,6-dione FC=1C=C(C=C(C1CN1CCOCC1)F)C=1C=CC=C2N=CC(=NC12)C=1C=NN(C1)C1CCN(CC1)C(CCCCCN1C(N(C2=C1C=CC=C2)C2C(NC(CC2)=O)=O)=O)=O